FC1=C(C=C(C=C1)F)C12N(CC[C@H]2C1)C1=NN2C(N=CC=C2)=C1C1=NC=C(C=C1)N1CCNCC1 ((5S)-1-(2,5-difluorophenyl)-2-azabicyclo[3.1.0]Hexane-2-yl)-3-(5-(piperazin-1-yl)pyridin-2-yl)pyrazolo[1,5-a]Pyrimidine